(S)-2-((1-(2-(6-(4-(methoxycarbonyl)piperazin-1-yl)pyridin-3-yl)-3,6-dimethyl-4-oxo-4H-chromen-8-yl)ethyl)amino)benzoic acid COC(=O)N1CCN(CC1)C1=CC=C(C=N1)C=1OC2=C(C=C(C=C2C(C1C)=O)C)[C@H](C)NC1=C(C(=O)O)C=CC=C1